C1(CCC1)N1C(=NC2=C1C=C(C=C2)C(=O)NCCCN2CCN(CC2)C2CCCCC2)C2=CC(=C(C(=C2)OC)OC)OC 1-cyclobutyl-N-(3-(4-cyclohexylpiperazin-1-yl)propyl)-2-(3,4,5-trimethoxyphenyl)-1H-benzo[d]imidazole-6-carboxamide